(Z)-2-cyano-N-cyclopropyl-3-(3,4-dihydroxy-5-nitrophenyl)-3-hydroxy-N-methylacrylamide C(#N)/C(/C(=O)N(C)C1CC1)=C(/O)\C1=CC(=C(C(=C1)[N+](=O)[O-])O)O